(S)-tetrahydrofuranaldehyde O1[C@@H](CCC1)C=O